FCOC=1C=C(C=CC1NCC#CC=1N(C2=CC=CC(=C2C1)NC1CCC(CC1)N1CC2(C1)CCOCC2)CC(F)(F)F)S(=O)(=O)N 3-(fluoromethoxy)-4-{[3-(4-{[(1R,4R)-4-{7-oxa-2-azaspiro[3.5]nonan-2-yl}cyclohexyl]amino}-1-(2,2,2-trifluoroethyl)-1H-indol-2-yl)prop-2-yn-1-yl]amino}benzene-1-sulfonamide